(S)-1-(3-(1-(3-(Difluoromethyl)-1-((1r,4r)-4-(hydroxymethyl)cyclohexyl)-1H-pyrazol-4-yl)-1H-1,2,3-triazol-4-yl)pyrazolo[1,5-a]pyrimidin-5-yl)piperidin-3-ol FC(C1=NN(C=C1N1N=NC(=C1)C=1C=NN2C1N=C(C=C2)N2C[C@H](CCC2)O)C2CCC(CC2)CO)F